N-(5-chloro-6-(2H-1,2,3-triazol-2-yl)pyridin-3-yl)-2,3,5,6-tetrafluoro-4-(5-fluoro-3-propiolamidopyridin-2-yl)benzamide ClC=1C=C(C=NC1N1N=CC=N1)NC(C1=C(C(=C(C(=C1F)F)C1=NC=C(C=C1NC(C#C)=O)F)F)F)=O